(2S,3S,4R,5R)-5-(2-(5-chloropyridin-3-yl)-6-(((4-methylpyridin-2-yl)methyl)amino)-9H-purin-9-yl)-3,4-dihydroxyl-N-methyltetrahydrofuran-2-carboxamide ClC=1C=C(C=NC1)C1=NC(=C2N=CN(C2=N1)[C@H]1[C@@H]([C@@H]([C@H](O1)C(=O)NC)O)O)NCC1=NC=CC(=C1)C